C(C1=CC=CC=C1)SC([C@H](C[C@H]1C(NCC1)=O)NC([C@H](C(C)C)NC(=O)C1CCN(CC1)C(=O)OC(C)(C)C)=O)=O tert-butyl 4-(((S)-1-(((S)-1-(benzylthio)-1-oxo-3-((S)-2-oxopyrrolidin-3-yl)propan-2-yl)amino)-3-methyl-1-oxobutan-2-yl)carbamoyl)piperidine-1-carboxylate